FC(F)C=1C2=C(N=C(N1)S(=O)(=O)C)N(C(C=C2)=O)C(C)C (difluoromethyl)-8-isopropyl-2-methanesulfonyl-pyrido[2,3-d]Pyrimidin-7-one